methyl 2-hydroxyisobutyrate (methyl 2-hydroxy-2-methylpropionate) CCC(C(=O)O)(C)O.OC(C(=O)OC)(C)C